O[C@H]1C[C@H](C1)CN1N=C(C=C1)C(=O)N(C)C 1-((cis-3-hydroxycyclobutyl)methyl)-N,N-dimethyl-1H-pyrazole-3-carboxamide